C1(CC1)CNC=1N=CC2=C(N(C(C=3C=C(C=CC23)CN2CCN(CC2)CC(F)(F)F)=O)[C@@H]2CC[C@H](CC2)O)N1 trans-3-((Cyclopropylmethyl)amino)-5-(4-hydroxycyclohexyl)-8-((4-(2,2,2-trifluoroethyl)piperazin-1-yl)methyl)pyrimido[4,5-c]isoquinolin-6(5H)-one